(4-(3-iodoimidazo[1,2-a]pyrazin-6-yl)phenyl)(morpholino)methanone IC1=CN=C2N1C=C(N=C2)C2=CC=C(C=C2)C(=O)N2CCOCC2